Cl.Cl.N[C@@](C(=O)N)(C(C1=CC=CC=C1)C1=CC=CC=C1)C1=CC=C(C=C1)C1=C(C=NC=C1)CC(N1CCCC1)=O (S)-2-amino-(4-(3-(2-oxo-2-(pyrrolidin-1-yl)ethyl)pyridin-4-yl)phenyl)-3,3-diphenylpropanamide dihydrochloride